4(1H)-quinolinone N1C=CC(C2=CC=CC=C12)=O